1-(6-(1',2'-Dihydrospiro[cyclopropane-1,3'-pyrrolo[2,3-b]pyridin]-5'-yl)pyridin-2-yl)tetrahydropyrimidin-2(1H)-one N1CC2(C=3C1=NC=C(C3)C3=CC=CC(=N3)N3C(NCCC3)=O)CC2